1-(4-(2-(3-oxa-8-azabicyclo[3.2.1]octan-8-yl)-4-(trifluoromethyl)benzyl)piperazine-1-carbonyl)-1H-pyrazole-3-carboxylic acid C12COCC(CC1)N2C2=C(CN1CCN(CC1)C(=O)N1N=C(C=C1)C(=O)O)C=CC(=C2)C(F)(F)F